(piperazin-1-yl)pyridin-2(1H)-one N1(CCNCC1)N1C(C=CC=C1)=O